methoxy-5-methylheptanoic acid COC(C(=O)O)CCC(CC)C